NC1=NC=C(C(=N1)N)OC1=CC(=NC=C1C(C)C)O 4-((2,4-diaminopyrimidin-5-yl)oxy)-5-isopropylpyridin-2-ol